10-(4-Dibenzothien-4-ylphenyl)benzo[h]quinoline C1=CC=C(C=2SC3=C(C21)C=CC=C3)C3=CC=C(C=C3)C3=CC=CC2=CC=C1C=CC=NC1=C23